NC1=C2N=CN(C2=NC=N1)C[C@H](OCP(=O)(OC1=CC=CC=C1)NCCCOCC1=C(C=CC=C1)C)C ((((1R)-2-(6-amino-9H-purin-9-yl)-1-methylethoxy)methyl-phenoxy-phosphoryl)amino)-3-(2-methylbenzyloxy)-propane